N-ethyl-N-(m-tolyl)propanamide C(C)N(C(CC)=O)C=1C=C(C=CC1)C